N[C@@H]1[C@@H](CCCC1)CCC(=O)O 3-((1S,2S)-2-aminocyclohexyl)propanoic acid